5-allyl-11-oxo-10,11-dihydro-5H-dibenzo[b,e][1,4]diazepine-8-carboxylic acid C(C=C)N1C2=C(NC(C3=C1C=CC=C3)=O)C=C(C=C2)C(=O)O